FS(=O)(=O)OC=1C=C(C=CC1)C1=NN(C=C1)C1C(NC(CC1)=O)=O 3-[3-(3-fluorosulfonyloxyphenyl)pyrazol-1-yl]-2,6-dioxopiperidine